C(CCCCCCC)C=1CCC(OC1)=O 5-Octyl-3,4-dihydro-2H-pyran-2-one